8-[3-(methanesulfonyl-methyl)azetidin-1-yl]-5-(propan-2-yl)isoquinolin-3-amine CS(=O)(=O)CC1CN(C1)C=1C=CC(=C2C=C(N=CC12)N)C(C)C